(E)-2-(2-methyl-styryl)-3-phenyl-1H-indole CC1=C(/C=C/C=2NC3=CC=CC=C3C2C2=CC=CC=C2)C=CC=C1